FC1=CC=C(C(=N1)C)OC=1N=NC(=C(C1C(=O)NC1=CC(=CC=C1)[S@@](=O)(=NC(CO)=O)C)C)C(F)(F)F (R)-3-((6-fluoro-2-methylpyridin-3-yl)oxy)-N-(3-(N-(2-hydroxyacetyl)-S-methylsulfonimidoyl)phenyl)-5-methyl-6-(trifluoromethyl)pyridazine-4-carboxamide